5-(benzyloxy)-2,3-dihydro-1H-pyrido[2,1-f][1,2,4]Triazine-4,6-dione C(C1=CC=CC=C1)OC=1C(C=CN2NCNC(C21)=O)=O